6-bromo-4-fluoroisoindoline hydrochloride Cl.BrC1=CC(=C2CNCC2=C1)F